C1(CC1)C1=CC2=C(S1)C1(CC(N(CC1)CC=1C=NN(C1)CCS(=O)(=O)C)C)OCC2 2-cyclopropyl-2'-methyl-1'-[[1-(2-methylsulfonylethyl)pyrazol-4-yl]methyl]spiro[4,5-dihydrothieno[2,3-c]pyran-7,4'-piperidine]